N-(1,3-dimethyl-butyl)-N'-phenyl-1,4-phenylenediamine CC(CC(C)C)NC1=CC=C(C=C1)NC1=CC=CC=C1